N,N-Dimethyl-1-(4-(1-methyl-2-(3-(methylsulfonyl)phenyl)-1H-benzo[d]imidazol-6-yl)benzyl)piperidin-4-amin CN(C1CCN(CC1)CC1=CC=C(C=C1)C=1C=CC2=C(N(C(=N2)C2=CC(=CC=C2)S(=O)(=O)C)C)C1)C